4-chloro-6-fluoro-3-iodo-1-tetrahydropyran-2-yl-indazole ClC1=C2C(=NN(C2=CC(=C1)F)C1OCCCC1)I